COC(=O)C1=CC=2C(=NC(=CC2C(F)(F)F)N2C(N(C[C@H]2C(N(C)C2=C(C(=C(C=C2)F)Cl)F)=O)C(=O)OC(C)(C)C)=O)S1 (S)-6-(3-(tert-butoxycarbonyl)-5-((3-chloro-2,4-difluorophenyl)(methyl)carbamoyl)-2-Oxoimidazolidin-1-yl)-4-(trifluoromethyl)thieno[2,3-b]pyridine-2-carboxylic acid methyl ester